1-(5-chloro-3-(3,6-dihydro-2H-pyran-4-yl)-2-ethoxy-4-fluorophenyl)ethan-1-one ClC=1C(=C(C(=C(C1)C(C)=O)OCC)C=1CCOCC1)F